C(C=C)(=O)OCCCCOC(C=C)=O 1,4-butylene glycol di-acrylate